ClC1=CC=C(C=C1)C=1C(=NC(=CC1)C1=CC=CC=C1)C (4-chlorophenyl)-2-methyl-6-phenylpyridine